The molecule is a dihydroxybenzoic acid that is o-orsellinic acid in which the hydrogen at position 5 is substituted by a methyl group. It has a role as a fungal metabolite. It is a dihydroxybenzoic acid and a member of resorcinols. It derives from an o-orsellinic acid. It is a conjugate acid of a 5-methylorsellinate. CC1=C(C(=C(C=C1O)O)C(=O)O)C